(S)-4-(2-fluorophenyl)-1-((4-hydroxy-3,3-dimethylpiperidin-4-yl)methyl)-6-oxo-1,6-Dihydropyridine-3-carboxylic acid ethyl ester C(C)OC(=O)C1=CN(C(C=C1C1=C(C=CC=C1)F)=O)C[C@]1(C(CNCC1)(C)C)O